(R)-6-chloro-3-((1-(3,6-dimethyl-4-oxo-2-(1-phenylcyclopropyl)-3,4-dihydroquinazolin-8-yl)ethyl)amino)-N-(methylsulfonyl)picolinamide tert-butyl-2-(3-hydroxyphenoxy)acetate C(C)(C)(C)OC(COC1=CC(=CC=C1)O)=O.ClC1=CC=C(C(=N1)C(=O)NS(=O)(=O)C)N[C@H](C)C=1C=C(C=C2C(N(C(=NC12)C1(CC1)C1=CC=CC=C1)C)=O)C